C1=CC(=CC=C1C(=O)[O-])N.C1=CC(=CC=C1C(=O)[O-])N.[Ca+2] calcium Aminobenzoate